C1(CC1)CN1C(=CC2=CC=CC=C12)C1=NN2C(C(=CC(=C2)C(=O)OC)OC)=C1C(=O)O 2-(1-(cyclopropylmethyl)-1H-indol-2-yl)-4-methoxy-6-(methoxycarbonyl)pyrazolo[1,5-a]pyridine-3-carboxylic acid